C(C1=CC=CC=C1)(C1=CC=CC=C1)N(C(NCC1CCC(CC1)COCC(=O)O)=O)C 2-(((1r,4r)-4-((3-benzhydryl-3-methylureido)methyl)cyclohexyl)methoxy)acetic acid